10,11-bis(2,2,3,3,4,4,5,5,6,6,7,7,8,8,9,9,9-heptadecafluorononyl)-icosane-1,20-diylbisphosphonate FC(CC(CCCCCCCCCP([O-])([O-])=O)C(CCCCCCCCCP([O-])([O-])=O)CC(C(C(C(C(C(C(C(F)(F)F)(F)F)(F)F)(F)F)(F)F)(F)F)(F)F)(F)F)(C(C(C(C(C(C(C(F)(F)F)(F)F)(F)F)(F)F)(F)F)(F)F)(F)F)F